C1(=CC=C(C=C1)N1C=NC=2C1=NC(=CC2)C2=CC=C(C=C2)NC(=O)NCCN(C)C)C2=CC=CC=C2 1-(4-(3-([1,1'-biphenyl]-4-yl)-3H-imidazo[4,5-b]pyridin-5-yl)phenyl)-3-(2-(dimethylamino)ethyl)urea